C(C)N1C(C(=CC=C1)NC(C1=C(C=C(C=C1)NS(=O)(=O)C)N1CCC2(CC2)CC1)=O)=O N-(1-ethyl-2-oxo-1,2-dihydropyridin-3-yl)-4-(methylsulfonamido)-2-(6-azaspiro[2.5]octan-6-yl)benzamide